[C@H]12CN(C[C@H](CC1)N2)C2=NC(=NC1=C(C(=C(C=C21)Cl)C2=CC=CC1=CC=CC=C21)F)CCCCN(C)C 4-((R or S)-4-((1R,5S)-3,8-Diazabicyclo[3.2.1]octan-3-yl)-6-chloro-2-(4-(dimethylamino)butyl)-8-fluoroquinazolin-7-yl)naphthalene